OC1=CC=C(C=C1)C(C)(C)C1=CC=C(OC2CC(C2)NC(OC(C)(C)C)=O)C=C1 tert-butyl ((1s,3s)-3-(4-(2-(4-hydroxylphenyl) propan-2-yl)phenoxy)cyclobutyl)carbamate